(E)-methylcinnamate COC(\C=C\C1=CC=CC=C1)=O